2-methyl-2-(3-methyl-4-((4-(methylamino)-5-(trifluoromethyl)pyrimidin-2-yl)amino)-1H-pyrazol-1-yl)propionitrile CC(C#N)(C)N1N=C(C(=C1)NC1=NC=C(C(=N1)NC)C(F)(F)F)C